4-((2-methyl-6-(trifluoromethyl)pyrimidin-4-yl)oxy)benzoic acid methyl ester COC(C1=CC=C(C=C1)OC1=NC(=NC(=C1)C(F)(F)F)C)=O